Ethyl 4-((3-cyclopropylmethoxy-4-fluorophenyl) amino)-6-acetylamino-1H-indole-2-carboxylate C1(CC1)COC=1C=C(C=CC1F)NC1=C2C=C(NC2=CC(=C1)NC(C)=O)C(=O)OCC